m-cresol-formaldehyde C=1(C(=CC=CC1O)C)C=O